N-(3,3-dimethyl-1,3-dihydro-2-benzofuran-5-yl)-7-{8-methyl-1H,2H,3H-pyrido[2,3-b][1,4]oxazin-7-yl}-5H,6H,7H,8H-pyrido[3,4-d]pyrimidin-2-amine CC1(OCC2=C1C=C(C=C2)NC=2N=CC1=C(N2)CN(CC1)C1=C(C2=C(OCCN2)N=C1)C)C